(S)-2-{[6-ethyl-2-(3-(methyl(2-morpholino-2-oxoethyl)amino)pyrrolidin-1-yl)imidazo[2,1-b][1,3,4]thiadiazol-5-yl](methyl)amino}-4-(4-fluorophenyl)thiazole-5-carbonitrile C(C)C=1N=C2SC(=NN2C1N(C=1SC(=C(N1)C1=CC=C(C=C1)F)C#N)C)N1C[C@H](CC1)N(CC(=O)N1CCOCC1)C